N-[4-(1-{[5-(methoxymethyl)pyridin-2-yl]carbonyl}piperidin-4-yl)butyl]imidazo[1,2-a]pyridine-6-carboxamide COCC=1C=CC(=NC1)C(=O)N1CCC(CC1)CCCCNC(=O)C=1C=CC=2N(C1)C=CN2